ClC1=CC(=C(C=C1Cl)C(NS(=O)C(C)(C)C)[C@H]1CN(CC1)C(=O)[C@@H]1OC(OC1)(C)C)O N-[(4,5-dichloro-2-hydroxyphenyl)[(3R)-1-[(4R)-2,2-dimethyl-1,3-dioxolane-4-carbonyl]pyrrolidin-3-yl]methyl]-2-methylpropane-2-sulfinamide